alanyl-leucyl-glycine tert-butyl-4-(2-(5-cyclopropyl-7-fluoro-3,3-dimethyl-2-oxoindolin-1-yl)acetamido)butanoate C(C)(C)(C)C(C(=O)O)CCNC(CN1C(C(C2=CC(=CC(=C12)F)C1CC1)(C)C)=O)=O.N[C@@H](C)C(=O)N[C@@H](CC(C)C)C(=O)NCC(=O)O